C(#N)CNC(COC1=C(C=C(C=C1)C=O)[N+](=O)[O-])=O N-(CYANOMETHYL)-2-(4-FORMYL-2-NITROPHENOXY)ACETAMIDE